FC(S(=O)(=O)OCCO[Si](C1=CC=CC=C1)(C1=CC=CC=C1)C(C)(C)C)(F)F 2-[tert-butyl (diphenyl) silyl]Oxyethyl trifluoromethanesulfonate